FC(=C(F)F)[Si](C1=CC=CC=C1)(C1=CC=CC=C1)C1=CC=CC=C1 1,2,2-trifluorovinyl-triphenylsilane